3-chloro-5a-(4-cyanophenyl)-8,8a-dihydroxy-N,N-dimethyl-6-phenyl-5a,7,8,8a-tetrahydro-6H-cyclopenta[4,5]furo[3,2-b]pyridine-7-sulfonamide ClC=1C=C2C(=NC1)C1(C(O2)(C(C(C1O)S(=O)(=O)N(C)C)C1=CC=CC=C1)C1=CC=C(C=C1)C#N)O